bis(2-hexyldecyl)-7-(N-decyl-4-(dimethylamino)butanamido)tridecanedioate C(CCCCC)C(COC(CCCCCC(CCCCCC(=O)OCC(CCCCCCCC)CCCCCC)N(C(CCCN(C)C)=O)CCCCCCCCCC)=O)CCCCCCCC